NC1=C(C=NN1C1=C(C=C(C=C1Cl)C(F)(F)F)Cl)S(=O)C(F)(F)F 5-amino-1-(2,6-dichloro-4-(trifluoromethyl)phenyl)-4-((trifluoromethyl)sulfinyl)-1H-pyrazole